(2-heptanoneoximino)silane C(C(CCCCC)=O)ON=[SiH2]